bis(pivaloyloxymethyl)9-(2-phosphonomethoxyethyl)adenine C(C(C)(C)C)(=O)OCN(C1=C2N=CN(C2=NC=N1)CCOCP(=O)(O)O)COC(C(C)(C)C)=O